1,3,5-triphenyl-pentan-1,5-dione C1(=CC=CC=C1)C(CC(CC(=O)C1=CC=CC=C1)C1=CC=CC=C1)=O